C(#N)C=1C=C(C=CC1)[C@@]1([C@H](CN(CC1)C(=O)OC(C)(C)C)CN(C)C)O tert-butyl (3S,4R)-4-(3-cyanophenyl)-3-((dimethylamino) methyl)-4-hydroxypiperidine-1-carboxylate